propylamide tri-hydrochloride Cl.Cl.Cl.C(CC)[NH-]